COC(=O)C1=NC(=NC=C1)N1CC2(CN(C2)C(C2=CC(=CC=C2)C=2SC=CC2)=O)CC1 2-(2-(3-(thiophen-2-yl)benzoyl)-2,6-diazaspiro[3.4]octane-6-yl)pyrimidine-4-carboxylic acid methyl ester